4-(((1S,2S)-6-chloro-4-cyano-2-((R)-3-methyl-4-(2,2,2-trifluoroacetyl)piperazin-1-yl)-2,3-dihydro-1H-inden-1-yl)oxy)benzenesulfonamide ClC1=CC(=C2C[C@@H]([C@H](C2=C1)OC1=CC=C(C=C1)S(=O)(=O)N)N1C[C@H](N(CC1)C(C(F)(F)F)=O)C)C#N